C(C)(=O)N1CCC(CC1)C=1SC2=C(N1)C=C(C=C2)C2=CC[C@@H](CN2C(=O)OC(C)(C)C)C (S)-tert-butyl 6-(2-(1-acetylpiperidin-4-yl)benzo[d]thiazol-5-yl)-3-methyl-3,4-dihydropyridine-1(2H)-carboxylate